BrC=1C(=C(OC[C@H](CCC(N)=O)NC(OC(C)(C)C)=O)C=CC1)F Tert-butyl N-[(2S)-1-(3-bromo-2-fluorophenoxy)-4-carbamoylbutan-2-yl]carbamate